3-(2,2,2-trifluoroethyl)urea FC(CNC(N)=O)(F)F